9-((4-Benzylpiperazin-1-yl)methyl)-3-azaspiro[5.5]undecane C(C1=CC=CC=C1)N1CCN(CC1)CC1CCC2(CCNCC2)CC1